Cyclopentadienyl-(1,5-dimethylindenyl)zirconium C1(C=CC=C1)[Zr]C=1C(C2=CC=C(C=C2C1)C)C